1,4-bis[2-(2-methylphenyl)ethenyl]-benzene CC1=C(C=CC=C1)C=CC1=CC=C(C=C1)C=CC1=C(C=CC=C1)C